CC=1C=C2C=C(NC2=CC1C(=O)N[C@H](C)C1=CC=CC2=CC=CC=C12)CN1CCOCC1 (R)-5-Methyl-2-(morpholinomethyl)-N-(1-(naphthalen-1-yl)ethyl)-1H-indole-6-carboxamide